(2-((3R,4R)-3-amino-4-fluoropiperidin-1-yl)-5-chloro-1H-benzo[d]imidazol-1-yl)-1-morpholinoethanone N[C@@H]1CN(CC[C@H]1F)C1=NC2=C(N1CC(=O)N1CCOCC1)C=CC(=C2)Cl